C(C)(=O)O[C@H]1[C@H](OC2=C(C=CC=C2)C#N)O[C@@H]([C@@H]([C@@H]1OC(C)=O)OC(C)=O)COC(C)=O 2-cyanophenyl 2,3,4,6-tetra-O-acetyl-β-D-galactopyranoside